5-[7-chloro-3-(trideuteriomethyl)imidazo[4,5-b]pyridin-5-yl]oxy-4-methyl-pyridine-2-carbonitrile ClC1=C2C(=NC(=C1)OC=1C(=CC(=NC1)C#N)C)N(C=N2)C([2H])([2H])[2H]